5-oxo-4-[(1-phenyl-1H-pyrazol-4-yl)formamido]pentanoate O=CC(CCC(=O)[O-])NC(=O)C=1C=NN(C1)C1=CC=CC=C1